COC(=O)C1=CC2=C(N=C(N2CCOC)CC=2C=NN(C2)C2=NC(=CC=C2)OCC2=C(C=C(C=C2)C#N)F)C=C1 2-[[1-[6-[(4-cyano-2-fluoro-phenyl)methoxy]-2-pyridinyl]pyrazol-4-yl]methyl]-3-(2-methoxyethyl)benzimidazole-5-carboxylic acid methyl ester